N,N-dibutyl-4-((trimethylsilyl)ethynyl)aniline C(CCC)N(C1=CC=C(C=C1)C#C[Si](C)(C)C)CCCC